methyl-4-(trifluoromethyl)benzoylhydrazine tert-Butyl-(2-((8-carbamoylbenzo[c][2,6]naphthyridin-5-yl)amino)ethyl)(methyl)carbamate C(C)(C)(C)OC(N(C)CCNC1=NC2=C(C3=CN=CC=C13)C=CC(=C2)C(N)=O)=O.CN(N)C(C2=CC=C(C=C2)C(F)(F)F)=O